C1(CC1)C=1C=C(C=2N(C1)C=C(N2)CN2N=NC(=C2)C(=O)OC)C=C methyl 1-((6-cyclopropyl-8-vinylimidazo[1,2-a]pyridin-2-yl) methyl)-1H-1,2,3-triazole-4-carboxylate